4-chloro-6-(4-(2,4-difluorophenoxy)piperidin-1-yl)-2-methyl-5-nitropyrimidine ClC1=NC(=NC(=C1[N+](=O)[O-])N1CCC(CC1)OC1=C(C=C(C=C1)F)F)C